NC(C1=CC=C2C=C(N(C2=C1)CC1=CC=C(C=C1)C(N)=O)C(NC1=CC(=CC=C1)N1CCCC1)=O)=NOC([C@@H](C(C)C)NC(OC(C)(C)C)=O)=O (R)-tert-butyl (1-(((amino(1-(4-carbamoylbenzyl)-2-((3-(pyrrolidin-1-yl)phenyl)-carbamoyl)-1H-indol-6-yl)methylene)amino)oxy)-3-methyl-1-oxobutan-2-yl)carbamate